ClC1=CC=C2C(=CNC2=C1F)\C=C\1/NC(N(C1=O)C(C(=O)O)C1=CC(=C(C=C1)C#N)F)=O [(4Z)-4-[(6-chloro-7-fluoro-1H-indol-3-yl)methylene]-2,5-dioxoimidazolidin-1-yl](4-cyano-3-fluorophenyl)acetic acid